10,11-Bis(2,2,3,3,4,4,5,5,6,6,7,7,8,8,9,9,9-Heptadecafluorononyl)icosane-1,20-diyldiphosphonic acid FC(CC(CCCCCCCCCP(O)(O)=O)C(CCCCCCCCCP(O)(O)=O)CC(C(C(C(C(C(C(C(F)(F)F)(F)F)(F)F)(F)F)(F)F)(F)F)(F)F)(F)F)(C(C(C(C(C(C(C(F)(F)F)(F)F)(F)F)(F)F)(F)F)(F)F)(F)F)F